1,4-diiodo-2,3,5,6-tetrafluorobenzene IC1=C(C(=C(C(=C1F)F)I)F)F